SC(C(=O)O)CCCCCCCCC.SC(C(=O)O)CCCCCCCCC.SC(C(=O)O)CCCCCCCCC.C(O)C(CC)(CO)CO trimethylolpropane tri(mercaptoundecanoate)